5-(10-bromoanthracene-9-yl)-2-phenylpyrimidine BrC1=C2C=CC=CC2=C(C2=CC=CC=C12)C=1C=NC(=NC1)C1=CC=CC=C1